O1CCN(CC1)C(C)S(=O)(=O)O.ClP(N(CC)CC)Cl dichlorodiethylaminophosphine Morpholino-EthaneSulfonate